C1(CCCC1)C=1C=CC(=NC1)NC(C(C)C)=O N-(5-cyclopentyl-2-pyridyl)-2-methyl-propionamide